tert-Butyl (2S,4R)-4-[tert-butyl(dimethyl)silyl]oxy-2-[5-(4-methoxyphenyl)-1H-imidazol-2-yl]pyrrolidine-1-carboxylate [Si](C)(C)(C(C)(C)C)O[C@@H]1C[C@H](N(C1)C(=O)OC(C)(C)C)C=1NC(=CN1)C1=CC=C(C=C1)OC